C(C)(=O)NCC1=C2C=CNC2=CC=C1OC=1C=C(C=CC1)C=1NC(=CN1)C(C=1C=C(C=CC1)CCC(=O)O)O 3-(3-((2-(3-((4-(Acetamidomethyl)-1H-indol-5-yl)oxy)phenyl)-1H-imidazol-5-yl)(hydroxy)methyl)phenyl)propanoic acid